C(C1=CC=CC=C1)C1(CCN(CC1)CCNC(=O)NC1=CC(=NC2=CC=CC=C12)C)O 1-[2-(4-benzyl-4-hydroxy-piperidine-1-yl)-ethyl]-3-(2-methyl-quinoline-4-yl)-urea